N[C@@H]1CN(CC1)C1=C(C=CC=2N(C(=NC21)C)C2CCOCC2)NC(=O)C=2C(N(N=CC2)C2=C(C=CC=C2F)F)=O (S)-N-(4-(3-aminopyrrolidin-1-yl)-2-methyl-1-(tetrahydro-2H-pyran-4-yl)-1H-benzo[d]imidazol-5-yl)-2-(2,6-difluorophenyl)-3-oxo-2,3-dihydropyridazine-4-carboxamide